1,3-dibenzylimidazolium-2-carboxylate C(C1=CC=CC=C1)N1C(=[N+](C=C1)CC1=CC=CC=C1)C(=O)[O-]